C(#N)C=1C=C(C=CC1)C1=NC=CC=2N1N=C(N2)C 5-(3-cyanophenyl)-2-methyl-[1,2,4]triazolo[1,5-c]pyrimidin